Cl.N[C@@H]1CN(CCC1)C1=NC2=C(N1CC1=NC=C(C#N)C=C1)C=C(C=C2)F (S)-6-((2-(3-Aminopiperidin-1-yl)-6-fluoro-1H-benzo[d]imidazol-1-yl)methyl)nicotinonitril-hydrochlorid